CC1=C(C(=CC=C1)C)C(C(=O)NC(NC)=O)C1=NC=CC(=C1)C(F)(F)F 2-(2,6-dimethylphenyl)-N-(methylcarbamoyl)2-(4-(trifluoromethyl)pyridin-2-yl)acetamide